ClC(C(=O)OCC1(CC1)N1C=C(C=C1)C(C(Cl)(Cl)Cl)=O)(Cl)Cl [1-[3-(2,2,2-trichloroacetyl)pyrrol-1-yl]cyclopropyl]methyl 2,2,2-trichloroacetate